(R)-3-chloro-4-((2,3-dihydro-1H-inden-1-yl)amino)-N-(1,2,4-thiadiazol-5-yl)benzenesulfonamide phenyl-(6-(2-methylpyrrolidin-1-yl)pyridin-3-yl)carbamate C1(=CC=CC=C1)N(C(O)=O)C=1C=NC(=CC1)N1C(CCC1)C.ClC=1C=C(C=CC1N[C@@H]1CCC2=CC=CC=C12)S(=O)(=O)NC1=NC=NS1